N-Methyl-N-propylamphetamine CCCN(C)C(C)CC1=CC=CC=C1